[N+](=O)([O-])C1=C(C=O)C=CN=C1 3-NITROISONICOTINALDEHYDE